1-Cyanatonaphthalin O(C#N)C1=CC=CC2=CC=CC=C12